Ethyl 3-methyl-4-oxo-1,4-dihydroquinoline-2-carboxylate CC1=C(NC2=CC=CC=C2C1=O)C(=O)OCC